FC(C1=CC=C(C=C1)C#CC(C(C)(C)C)(O)C1=CC=CC=C1)(F)F 1-(4-trifluoromethylphenyl)-4,4-dimethyl-3-phenylpent-1-yn-3-ol